N-(4-(chlorodifluoromethoxy)phenyl)-6-(4-(1-(3-(2,6-dioxopiperidin-3-yl)benzyl)piperidin-4-yl)piperazin-1-yl)-5-(1H-pyrazol-3-yl)nicotinamide ClC(OC1=CC=C(C=C1)NC(C1=CN=C(C(=C1)C1=NNC=C1)N1CCN(CC1)C1CCN(CC1)CC1=CC(=CC=C1)C1C(NC(CC1)=O)=O)=O)(F)F